C(C)OC(=O)C=1C=NC(=NC1)SC 2-(methylsulfanyl)pyrimidine-5-carboxylic acid ethyl ester